BrC1=CC=2N(C(=C1)C)N=C(C2)CO (5-Bromo-7-methylpyrazolo[1,5-a]pyridin-2-yl)methanol